[Na+].N[C@@H](CC1=CC=CC=C1)C(=O)[O-] Phenylalanine, sodium salt